5,6,7,4'-tetramethoxyflavanone COC1=C2C(CC(OC2=CC(=C1OC)OC)C1=CC=C(C=C1)OC)=O